β-cyanoethyl phosphoramidite P(OCCC#N)([O-])N